ethyl (7S)-2-[4-(4-methylphenoxy)phenyl]-7-[4-(2-nitrobenzene-1-sulfonyl)piperazin-1-yl]-4,5,6,7-tetrahydro-2H-pyrazolo[4,3-b]pyridine-3-carboxylate CC1=CC=C(OC2=CC=C(C=C2)N2N=C3C(NCC[C@@H]3N3CCN(CC3)S(=O)(=O)C3=C(C=CC=C3)[N+](=O)[O-])=C2C(=O)OCC)C=C1